FC(C(C1=CC=C(C=C1)F)N1N=CC(=C1)C1=NC(=CN=C1)[Sn](C)(C)C)(C)F 2-(1-(2,2-difluoro-1-(4-fluorophenyl)propyl)-1H-pyrazol-4-yl)-6-(trimethylstannyl)pyrazine